tert-butyl ((6-(3,4-difluoro-2-(2-(3-(methoxy(methyl)carbamoyl)-1,5-dimethyl-1H-pyrazol-4-yl)ethoxy)phenyl)imidazo[1,2-a]pyridin-3-yl)methyl)(4-methoxybenzyl)carbamate FC=1C(=C(C=CC1F)C=1C=CC=2N(C1)C(=CN2)CN(C(OC(C)(C)C)=O)CC2=CC=C(C=C2)OC)OCCC=2C(=NN(C2C)C)C(N(C)OC)=O